R-Butyrolactone C1(CCCO1)=O